8-bromo-N-(oxetan-3-yl)quinoline-2-carboxamide BrC=1C=CC=C2C=CC(=NC12)C(=O)NC1COC1